4-(((3-cyclopropyl-1-methyl-1H-pyrazol-5-yl)sulfonyl)difluoromethyl)-N-(pyridazin-4-yl)piperidine-1-carboxamide C1(CC1)C1=NN(C(=C1)S(=O)(=O)C(C1CCN(CC1)C(=O)NC1=CN=NC=C1)(F)F)C